l-β-D-ribofuranosyl-3-nitropyrrole [C@@H]1([C@H](O)[C@H](O)[C@H](O1)CO)C=1NC=CC1[N+](=O)[O-]